(±)-(4Z)-4-(1,3-benzothiazol-6-ylmethylene)-2-[[cis-2-methoxycyclohexyl]amino]-1H-imidazol-5-one S1C=NC2=C1C=C(C=C2)\C=C\2/N=C(NC2=O)N[C@H]2[C@H](CCCC2)OC |r|